2-(2,6-dimethylpyridin-4-yl)-3-isopropyl-5-(1-propylpiperidin-4-yl)-1H-indole CC1=NC(=CC(=C1)C=1NC2=CC=C(C=C2C1C(C)C)C1CCN(CC1)CCC)C